(1R,5S,6R)-3-(5-{3',5-difluoro-2',7-dimethyl-1H,2'H-[3,4'-biindazol]-1-yl}pyridin-2-yl)-3-azabicyclo[3.1.0]hexane-6-carboxylic acid FC=1N(N=C2C=CC=C(C12)C1=NN(C2=C(C=C(C=C12)F)C)C=1C=CC(=NC1)N1C[C@H]2C([C@H]2C1)C(=O)O)C